(S,E)-1-((1-((1-(2,4-Difluorobenzyl)-5-fluoro-1H-benzo[d]imidazol-2-yl)methyl)-6-oxo-1,6-dihydropyrimidin-5-yl)amino)-7-(dimethylamino)-1,7-dioxohept-5-en-2-yl-dimethylcarbamat FC1=C(CN2C(=NC3=C2C=CC(=C3)F)CN3C=NC=C(C3=O)NC([C@@H](CC\C=C\C(=O)N(C)C)CN(C([O-])=O)C)=O)C=CC(=C1)F